COC(=O)[C@]1(N(C[C@H](C1)OC)C(=O)OC(C)(C)C)CC(=C)CCl (2s,4s)-2-(2-(chloromethyl)allyl)-4-methoxy-pyrrolidine-1,2-dicarboxylic acid 1-(tert-butyl) 2-methyl ester